(S,S)-2,2'-Isopropylidenebis[4-isopropyl-2-oxazoline] C(C)(C)(C=1OC[C@@H](N1)C(C)C)C=1OC[C@@H](N1)C(C)C